3-chloromethyl-4-methyl-9,10-dihydropyrano[2,3-c][1,5]naphthyridin-6(8H)-one ClCC1=CN=C2C3=C(C(NC2=C1C)=O)OCCC3